6'-(3-methyl-1H-indazol-6-yl)-2'-oxo-1',4'-dihydro-2'H-spiro[pyrrolidine-3,3'-quinoline]-1-carbonitrile CC1=NNC2=CC(=CC=C12)C=1C=C2CC3(C(NC2=CC1)=O)CN(CC3)C#N